C(=C)C1=CC=C(C=C1)[Si](OC)(OC)OC (4-vinylphenyl)trimethoxysilane